BrC1=CC=2C3=C(C=NC2C=C1F)N(C(C31CN(C1)C(=O)N)=O)C 8'-Bromo-7'-fluoro-3'-methyl-2'-oxo-2',3'-dihydrospiro[azetidine-3,1'-pyrrolo[2,3-c]quinoline]-1-carboxamide